3-chloro-4-methyl-8-[(3R)-1-methylpiperidin-3-yl]-5,6,7,8-tetrahydropyrido[2,3-C]pyridazine ClC1=C(C2=C(N=N1)N(CCC2)[C@H]2CN(CCC2)C)C